CN1[C@@H](CCC1)C(=O)OC methyl (2S,4S)-methylpyrrolidine-2-carboxylate